BrC1=C2C(=NN(C2=CC(=C1)[N+](=O)[O-])C1OCCCC1)F 4-bromo-3-fluoro-6-nitro-1-(tetrahydro-2H-pyran-2-yl)-1H-indazole